5-oxopimeloyl phosphonate P1(OC(CCCC(CC(=O)O1)=O)=O)=O